O=C1N(CCC(N1)=O)C1=NN(C2=CC(=CC=C12)C1CCN(CC1)C(CCC(=O)OC(C)(C)C)=O)C tert-butyl 4-(4-(3-(2,4-dioxotetrahydropyrimidin-1(2H)-yl)-1-methyl-1H-indazol-6-yl)piperidin-1-yl)-4-oxobutanoate